methylmandelic acid CC(C(=O)O)(O)C1=CC=CC=C1